CN1C=CC=2C=NC(=CC21)C=2C=C(C=CC2)NC(C=C)=O N-(3-{1-methyl-1H-pyrrolo[3,2-c]pyridin-6-yl}phenyl)prop-2-enamide